OC=1C=C(C=CC1)N1C(C2=CC=CC=3C2=C(C1=O)C=CC3C3=CC=CC=C3)=O 2-(3-hydroxyphenyl)-6-phenyl-1H-benzo[de]isoquinoline-1,3(2H)-dione